CC(C)C(CCC(CCCC)C)C 2,3,6-trimethyldecane